BrC=1C(=C2CCN(C2=CC1)CCCl)F 5-bromo-1-(2-chloroethyl)-4-fluoroindoline